OC=1C=CC(=NC1C)C=1N=NN(C1NC(O[C@H](C)CCC)=O)C (R)-pentan-2-yl (4-(5-hydroxy-6-methylpyridin-2-yl)-1-methyl-1H-1,2,3-triazol-5-yl)carbamate